COC(C(F)(F)F)(C(F)(F)F)C=1C=C(C=C(C1)C(F)(F)F)[B-](C1=CC(=CC(=C1)C(F)(F)F)C(C(F)(F)F)(OC)C(F)(F)F)(C1=CC(=CC(=C1)C(F)(F)F)C(C(F)(F)F)(OC)C(F)(F)F)C1=CC(=CC(=C1)C(F)(F)F)C(C(F)(F)F)(OC)C(F)(F)F.[Ag+] silver tetrakis[3-[1-methoxy-2,2,2-trifluoro-1-(trifluoro methyl)ethyl]-5-(trifluoromethyl)phenyl]borate